Cl.CN1N=CC(=C1)C1NOCC1 3-(1-Methylpyrazol-4-yl)isoxazolidine hydrochloride salt